tert-Butyl 4-[4-[3-cyano-4-[1-(2-methyltriazol-4-yl)ethoxy]pyrazolo[1,5-a]pyridin-6-yl]-5-methyl-triazol-1-yl]piperidine-1-carboxylate C(#N)C=1C=NN2C1C(=CC(=C2)C=2N=NN(C2C)C2CCN(CC2)C(=O)OC(C)(C)C)OC(C)C2=NN(N=C2)C